BrC=1C=C(C=C2C=CC(=NC12)O)C=1C(CC(NN1)=O)C 6-(8-bromo-2-hydroxyquinolin-6-yl)-5-methyl-4,5-dihydropyridazin-3(2H)-one